tert-butyl 4-[({1-[2',6'-bis(benzyloxy)-[3,3'-bipyridin]-6-yl]piperidin-4-yl}methyl)(methyl)amino]piperidine-1-carboxylate C(C1=CC=CC=C1)OC1=NC(=CC=C1C=1C=NC(=CC1)N1CCC(CC1)CN(C1CCN(CC1)C(=O)OC(C)(C)C)C)OCC1=CC=CC=C1